N1=CC(=CC=C1)C=1N=C2N(N=CC=C2C(=O)O)C1 2-(pyridin-3-yl)imidazo[1,2-b]pyridazine-8-carboxylic acid